C(C)(C)(C)OC(=O)N1[C@@H]([C@@H](C1)S(=O)(=O)C)C (2R,3R)-2-methyl-3-(methylsulfonyl)azetidine-1-carboxylic acid tert-butyl ester